C(C)(=O)C=1C(OC2=C(C1N1CCOCC1)C=CC(=C2)NC2=NC=CC(=N2)C2=C(C=CC=C2F)OC)=O 3-acetyl-7-{[4-(6-fluoro-2-methoxyphenyl)pyrimidin-2-yl]amino}-4-morpholino-2H-benzopyran-2-one